C(C)(C)(C)OC(=O)N1[C@@H]2C[C@@H]2C[C@H]1C(=O)O (1R,3S,5R)-2-(t-butoxycarbonyl)-2-azabicyclo[3.1.0]hexane-3-carboxylic acid